FC(OCC(CCCN1C(C2=CC(=C(C=C2C=C1)C1=NC=C(C=N1)C(C)(C)O)F)=O)OC=1C=NNC(C1C(F)(F)F)=O)F 2-(5-(difluoromethoxy)-4-((6-oxo-5-(trifluoromethyl)-1,6-dihydropyridazin-4-yl)oxy)pentyl)-7-fluoro-6-(5-(2-hydroxypropan-2-yl)pyrimidin-2-yl)isoquinolin-1(2H)-one